4-(5-(2,6-dimethylphenoxy)-1-(2-hydroxy-2-methylpropyl)-3-(pyridin-4-yl)-1H-pyrazolo[4,3-b]pyridin-6-yl)-N-ethyl-6-methyl-7-oxo-6,7-dihydro-1H-pyrrolo[2,3-c]pyridine-2-carboxamide CC1=C(OC2=C(C=C3C(=N2)C(=NN3CC(C)(C)O)C3=CC=NC=C3)C=3C2=C(C(N(C3)C)=O)NC(=C2)C(=O)NCC)C(=CC=C1)C